2-(1-(5-(5-(2,3-Dihydro-1H-inden-4-yl)-6-methoxy-1H-pyrazolo[4,3-b]pyridin-3-yl)pyridin-2-yl)-3-azabicyclo[3.1.0]hexan-3-yl)ethan-1-ol C1CCC2=C(C=CC=C12)C1=C(C=C2C(=N1)C(=NN2)C=2C=CC(=NC2)C21CN(CC1C2)CCO)OC